5,10,15,20-tetra(4-methoxyphenyl)porphyrin COC1=CC=C(C=C1)C=1C2=CC=C(N2)C(=C2C=CC(C(=C3C=CC(=C(C=4C=CC1N4)C4=CC=C(C=C4)OC)N3)C3=CC=C(C=C3)OC)=N2)C2=CC=C(C=C2)OC